methyl 5-(2-(tert-butoxy)-2-oxoethyl)-7-chloro-4-oxo-4,5-dihydrofuro[2,3-d]pyridazine-2-carboxylate C(C)(C)(C)OC(CN1N=C(C2=C(C1=O)C=C(O2)C(=O)OC)Cl)=O